1-methyl-4-(6-n-butyl-phenyl)quinoline iodonium salt [IH2+].CN1CC=C(C2=CC=CC=C12)C1=CC=CC=C1CCCC